C(CCCCCCCC)C1=C(O[Sn]OC2=C(C=CC=C2)CCCCCCCCC)C=CC=C1 bis(nonylphenoxy)tin